3-(1-Oxo-5-(((R)-pyrrolidin-3-yl)oxy)isoindolin-2-yl)piperidine-2,6-dione hydrochloride Cl.O=C1N(CC2=CC(=CC=C12)O[C@H]1CNCC1)C1C(NC(CC1)=O)=O